(S)-tert-butyl (1-(4-(4-nitro-1-phenyl-1H-pyrazol-5-yl)pyridin-2-yl)but-3-en-1-yl)carbamate [N+](=O)([O-])C=1C=NN(C1C1=CC(=NC=C1)[C@H](CC=C)NC(OC(C)(C)C)=O)C1=CC=CC=C1